N2-(2-methoxy-4-(morpholinosulfonyl)phenyl)-N4-(2-methoxyethyl)-5-(trifluoromethyl)-7H-pyrrolo[2,3-d]pyrimidine-2,4-diamine COC1=C(C=CC(=C1)S(=O)(=O)N1CCOCC1)NC=1N=C(C2=C(N1)NC=C2C(F)(F)F)NCCOC